Cl.Cl.C(CC1=CC=CC=C1)C=1N(C=CN1)C1=CC=C(C=C1)C=1C2=C(NC(CN1)=O)C1=CC=CC=C1C=C2 5-[4-(2-phenethyl-1H-imidazol-1-yl)phenyl]-1H-naphtho[1,2-e][1,4]diazepin-2(3H)-one dihydrochloride